P(=O)(O)(O)OC[C@@H]1[C@H](C[C@@H](O1)N1C=NC=2C(=O)NC(N)=NC12)OCN=[N+]=[N-] 3'-O-Azidomethyl-2'-deoxyguanosine-5'-monophosphate